(2-butyl-4-ferrocenyl-1H-inden-1-yl)chlorodimethylsilane C(CCC)C=1C(C2=CC=CC(=C2C1)[C-]1C=CC=C1)[Si](C)(C)Cl.[CH-]1C=CC=C1.[Fe+2]